ClC=1C=NC(=C(C(=O)NC2CCC(CC2)CN2C(C(C3=CC=CC=C23)(O)C2=C(C(=CC=C2)OC)F)=O)C1)C(F)F 5-chloro-2-(difluoromethyl)-N-((1r,4r)-4-((3-(2-fluoro-3-methoxyphenyl)-3-hydroxy-2-oxoindolin-1-yl)methyl)cyclohexyl)nicotinamide